4-Phenylsulfanyl-1-beta-D-ribofuranosyl-1H-pyrazolo[3,4-D]pyrimidine C1(=CC=CC=C1)SC1=C2C(=NC=N1)N(N=C2)[C@H]2[C@H](O)[C@H](O)[C@H](O2)CO